(R)-4-((2-((1-(2,5-dimethylthiazol-4-yl)-2,2-dimethylpropyl)amino)-3,4-dioxocyclobut-1-en-1-yl)amino)-3-hydroxy-N,N-dimethylpyridinecarboxamide CC=1SC(=C(N1)[C@@H](C(C)(C)C)NC1=C(C(C1=O)=O)NC1=C(C(=NC=C1)C(=O)N(C)C)O)C